(9H-fluoren-9-yl)methyl [(S)-1-[[(S)-1-[[4-(hydroxymethyl)phenyl]amino]-1-oxo-5-ureidopentan-2-yl]amino]-3-methyl-1-oxobutan-2-yl]carbamate OCC1=CC=C(C=C1)NC([C@H](CCCNC(=O)N)NC([C@H](C(C)C)NC(OCC1C2=CC=CC=C2C=2C=CC=CC12)=O)=O)=O